7-Methyl-3-methylene-1,6-octadiene CC(=CCCC(C=C)=C)C